(4S)-N-(4-chloro-3-methyl-phenyl)-N-methyl-2-oxo-oxazolidine-4-carboxamide ClC1=C(C=C(C=C1)N(C(=O)[C@H]1NC(OC1)=O)C)C